ClC1=C(C=2N=C(N=C(C2C(=N1)C#CC)OCC(F)(F)F)SC)F 7-chloro-8-fluoro-2-(methylthio)-5-(propynyl)-4-(2,2,2-trifluoroethoxy)pyrido[4,3-d]pyrimidine